Triphenylsulfonium (pentafluorophenyl)borate FC1=C(C(=C(C(=C1OB([O-])[O-])F)F)F)F.C1(=CC=CC=C1)[S+](C1=CC=CC=C1)C1=CC=CC=C1.C1(=CC=CC=C1)[S+](C1=CC=CC=C1)C1=CC=CC=C1